C(C)(C)(C)[C@@H]1N=C(OC1)C1=NC2=CC=CC=C2N=C1 (S)-4-(tert-butyl)-2-(quinoxalin-2-yl)-4,5-dihydro-oxazole